C(C=C)(=O)[NH-] Acryloyl-amide